N-methyl-1,4-dihydronicotinamide CNC(C1=CNC=CC1)=O